O=C1N(C(CC1)=O)OC(=O)C1=CN=CS1 thiazole-5-carboxylic acid 2,5-dioxopyrrolidin-1-yl ester